N1C=NC(=C1)CN1CCN(CC1)C1=CC2=C(C[C@](O2)(C)C(C)(C)O)C=C1NC(=O)C=1C=NN2C1N=CC=C2 (R)-N-(6-(4-((1H-imidazol-4-yl)methyl)piperazin-1-yl)-2-(2-hydroxypropan-2-yl)-2-methyl-2,3-dihydrobenzofuran-5-yl)pyrazolo[1,5-a]pyrimidine-3-carboxamide